2-bromo-1-fluoro-4-iodo-benzene BrC1=C(C=CC(=C1)I)F